(3,5-difluoro-4-((6-methoxy-7-(2-(methylamino)ethoxy)quinazolin-4-yl)oxy)phenyl)-2-fluoro-4-methoxypyridine-3-carboxamide FC=1C=C(C=C(C1OC1=NC=NC2=CC(=C(C=C12)OC)OCCNC)F)C=1C(=C(C(=NC1)F)C(=O)N)OC